3-(S)-(1,1-difluoroethyl)pyrrolidine hydrochloride Cl.FC(C)(F)[C@@H]1CNCC1